N-(5-azidoacetaminopentyl)acrylamide methyl-1-(5-(3-chlorophenethyl)-2,3-dihydro-1H-inden-1-yl)piperidine-4-carboxylate COC(=O)C1CCN(CC1)C1CCC2=CC(=CC=C12)CCC1=CC(=CC=C1)Cl.N(=[N+]=[N-])C(CCCCNC(C=C)=O)NC(=O)C